adrenaline methyl-phosphate 3,8-diazabicyclo[3.2.1]octane-8-carboxylate C12CNCC(CC1)N2C(=O)O.COP(=O)(O)O.CNCC(O)C2=CC(O)=C(O)C=C2